ClC1=CC=C(N=N1)CC(=O)OC methyl 2-(6-chloropyridazin-3-yl)acetate